3-(4-fluorophenyl)-5-m-methylphenyl-piperidin-2-one FC1=CC=C(C=C1)C1C(NCC(C1)C1=CC(=CC=C1)C)=O